tert-butyl N-[2-[benzyloxycarbonyl-[2-[tert-butyl (dimethyl) silyl]oxyethyl]amino]ethyl]-N-methyl-carbamate C(C1=CC=CC=C1)OC(=O)N(CCN(C(OC(C)(C)C)=O)C)CCO[Si](C)(C)C(C)(C)C